1-((1-acryloylpiperidin-4-yl)methyl)-3-(4-phenoxyphenyl)-1H-imidazo[4,5-c]pyridin-2(3H)-one C(C=C)(=O)N1CCC(CC1)CN1C(N(C=2C=NC=CC21)C2=CC=C(C=C2)OC2=CC=CC=C2)=O